FC1=CC=C2C(=NC(=NC2=C1)C)O 7-fluoro-2-methylquinazolin-4-ol